1-{1-oxa-3,7-diazaspiro[4.4]nonan-3-yl}prop-2-en-1-one O1CN(CC12CNCC2)C(C=C)=O